(2S,4R)-1-((S)-2-(3-(4-(3-aminopropyl)phenyl)propanamido)-3,3-dimethylbutanoyl)-4-hydroxy-N-(4-(4-methylthiazol-5-yl)benzyl)pyrrolidine-2-carboxamide NCCCC1=CC=C(C=C1)CCC(=O)N[C@H](C(=O)N1[C@@H](C[C@H](C1)O)C(=O)NCC1=CC=C(C=C1)C1=C(N=CS1)C)C(C)(C)C